2-((16-(pentafluoro-λ6-sulfanyl)hexadecyl)thio)ethyl hydrogen ((((R)-1-(6-amino-9H-purin-9-yl)propan-2-yl)oxy)methyl)phosphonate NC1=C2N=CN(C2=NC=N1)C[C@@H](C)OCP(OCCSCCCCCCCCCCCCCCCCS(F)(F)(F)(F)F)(O)=O